Cyano-platinum C(#N)[Pt]